N1=NC=C(C=C1)NC(=S)C=1C=NN(C1C)C(C)C(C)SC N-(pyridazin-4-yl)-1-(3-(methylthio)butan-2-yl)-5-methyl-1H-pyrazole-4-thiocarboxamide